2,3-dihydroxy-1-butene OC(=C)C(C)O